N1(CCC1)[C@@H]1CN(CCC1)C1=C2C(=NC=C1)NC=C2C=2C=NC=NC2 4-[(3S)-3-(azetidin-1-yl)-1-piperidyl]-3-pyrimidin-5-yl-1H-pyrrolo[2,3-b]pyridine